dimethyl-naphthalenyl-siloxane alcohol CC=1C(=C(C2=CC=CC=C2C1)[SiH](OO)O)C